ClC=1C=CC2=C(N=C(O2)C=2C(=C(C=CC2N)N)OC)C1 (5-chlorobenzo[d]oxazol-2-yl)-2-methoxybenzene-1,4-diamine